C(C)C=1C(=NC=NC1)N1CCN(CC1)CN1C=NC2=C1C=C(C=C2)OCCOC ((4-(5-ethylpyrimidin-4-yl)piperazin-1-yl)methyl)-6-(2-methoxyethoxy)-1H-benzo[d]imidazole